1'-(2-(dimethylamino)ethyl)-[2,3'-bipyridin]-6'(1'H)-one hydrochloride Cl.CN(CCN1C=C(C=CC1=O)C1=NC=CC=C1)C